4-(3-hydroxyphenyl)-7-(2-methoxyphenyl)-2-methyl-5-oxo-1,4,5,6,7,8-hexahydroquinoline-3-carboxylic acid hexahydrofuro[2,3-b]furan-3-yl ester O1CC(C2C1OCC2)OC(=O)C2=C(NC=1CC(CC(C1C2C2=CC(=CC=C2)O)=O)C2=C(C=CC=C2)OC)C